C1(=CC=CC=C1)N1N=NC=C1 1-phenyl-1H-1,2,3-triazole